phenyl-acetamidine hydrochloride Cl.C1(=CC=CC=C1)CC(=N)N